C1(CC1)OC=1C=CC(=NC1)NC(=O)C=1C(=CC(=C(C1)C=1SC(=CN1)C(=O)N)C)F [5-[(5-cyclopropyloxypyridin-2-yl)carbamoyl]-4-fluoro-2-methylphenyl]-1,3-thiazole-5-carboxamide